O=C1NC(CC[C@@H]1NC1=CC(=C(C=C1)N1CCNCC1)F)=O 4-(4-(((S)-2,6-dioxopiperidin-3-yl)amino)-2-fluorophenyl)piperazin